C(OCCl)(OCCOCCOCCOCCOCCOCCOCCOCCOC)=O chloromethyl (2,5,8,11,14,17,20,23-octaoxapentacosan-25-yl) carbonate